tert-butyl (4-((3-(butylamino)-8-((4-methylpiperazin-1-yl)methyl)-6-oxopyrimido[4,5-c]isoquinolin-5(6H)-yl)methyl)cyclohexyl)carbamate C(CCC)NC=1N=CC2=C(N(C(C=3C=C(C=CC23)CN2CCN(CC2)C)=O)CC2CCC(CC2)NC(OC(C)(C)C)=O)N1